(Z)-5-bromo-3-(1-((1-(1-isopropylpiperidin-4-yl)-1H-pyrazol-4-yl)amino)propylidene)indolin-2-one BrC=1C=C2/C(/C(NC2=CC1)=O)=C(\CC)/NC=1C=NN(C1)C1CCN(CC1)C(C)C